4-(aminomethyl)-2-methylpiperidine-1-carboxylic acid benzyl ester C(C1=CC=CC=C1)OC(=O)N1C(CC(CC1)CN)C